2,6-dimethoxy-3,5-diphenyl-2'-bromobiphenyl COC1=C(C(=C(C=C1C1=CC=CC=C1)C1=CC=CC=C1)OC)C1=C(C=CC=C1)Br